C[C@]1(C(NCCC1)=O)C=1OC(=NN1)C=1C(=NC=CC1)NC1=CC=C(C=C1)C(F)(F)F (R)-3-methyl-3-(5-(2-((4-(trifluoromethyl)phenyl)amino)pyridin-3-yl)-1,3,4-oxadiazol-2-yl)piperidin-2-one